butyltin oxide hydroxide [OH-].C(CCC)[Sn+]=O